C(C)(C)(C)OC(=O)N1CC(C1)C(C)N1N=NC=2C=NC=3C(=C(C(=CC3C21)Cl)Br)F 3-(1-(7-bromo-8-chloro-6-fluoro-1H-[1,2,3]triazolo[4,5-c]quinolin-1-yl)ethyl)azetidine-1-carboxylic acid tert-butyl ester